C1(CC1)C1=CC(=NC=2N1N=C(C2)C2=C(C=C(C=C2)N2CCC(CC2)CC(=O)O)F)C(=O)N2[C@@H](C1=CC=CC=C1CC2)C 2-[1-(4-{7-Cyclopropyl-5-[(1R)-1-methyl-1,2,3,4-tetrahydroisoquinoline-2-carbonyl]-pyrazolo[1,5-a]pyrimidin-2-yl}-3-fluorophenyl)piperidin-4-yl]acetic acid